(R)-6-(5,6-difluoro-8-(methylamino)-4-(pyrrolidin-1-yl)-9H-pyrido[2,3-b]indol-3-yl)-4-oxo-1-(pyrrolidin-3-yl)-1,4-dihydro-1,8-naphthyridine-3-carboxylic acid FC1=C2C3=C(NC2=C(C=C1F)NC)N=CC(=C3N3CCCC3)C=3C=C1C(C(=CN(C1=NC3)[C@H]3CNCC3)C(=O)O)=O